(1-(4-(trifluoromethoxy)phenyl)ethyl)acetamide FC(OC1=CC=C(C=C1)C(C)CC(=O)N)(F)F